NCC1=CC(=CC=C1)CN 1,3-Bis-(aminomethyl)-benzol